FC=1C(=CC2=C(C(N3[C@@H](CO2)C[C@@H](C3)O)=O)C1O[C@@H](COCOC)C)C (2S,11aR)-7-fluoro-2-hydroxy-6-(((R)-1-(methoxymethoxy)propan-2-yl)oxy)-8-methyl-2,3,11,11a-tetrahydro-1H,5H-benzo[f]pyrrolo[2,1-c][1,4]oxazepin-5-one